ONC(/C=C/C1=CC=C(CNC(=O)C2=NC3=CC=CC=C3C(=C2)OCCC2=CC=CC=C2)C=C1)=O (E)-N-(4-(3-(hydroxyamino)-3-oxoprop-1-en-1-yl)benzyl)-4-phenethoxyquinoline-2-carboxamide